CN([C@H]1CCCC=2C=CC(=NC12)NC=1C=CC(=C2CNC(C12)=O)C1=CN=C2N1C=CC(=C2)F)C (S)-7-((8-(dimethylamino)-5,6,7,8-tetrahydro-quinolin-2-yl)amino)-4-(7-fluoroimidazo[1,2-a]pyridin-3-yl)isoindolin-1-one